NC=1OC2=C(N1)C=C(C=C2)C=2C=CC=1N(C2)C(=CN1)C(=O)N1C2CN(C(C1)C2)C(=O)C=2C=C(CC1=NNC(C3=CC=CC=C13)=O)C=CC2F 4-(3-(5-(6-(2-aminobenzo[d]oxazol-5-yl)imidazo[1,2-a]pyridine-3-carbonyl)-2,5-diazabicyclo[2.2.1]heptane-2-carbonyl)-4-fluorobenzyl)phthalazin-1(2H)-one